C(C1=CC=CC=C1)(=O)C1=CC=C(C=C1)OC(=O)C1=NC(=CC=C1)C(=O)OC1=CC=C(C=C1)C(C1=CC=CC=C1)=O pyridine-2,6-dicarboxylic acid-bis-(4-benzoylphenyl)ester